Cl.NC/C(/CN1N=CN(C1=O)CC=1SC(=CC1)C1=CC=C(C=C1)OCCOC)=C\F 2-[(2E)-2-(aminomethyl)-3-fluoroprop-2-en-1-yl]-4-(5-[4-(2-methoxyethoxy)phenyl]thiophen-2-ylmethyl)-2,4-dihydro-3H-1,2,4-triazol-3-one hydrochloride